2-(4-chlorophenyl)-N-((4R,5S,7R,8R,9S,10R)-8,10-dihydroxy-7-(hydroxymethyl)-9-(4-(3,4,5-trifluorophenyl)-1H-1,2,3-triazol-1-yl)-1,6-dioxaspiro[4.5]dec-4-yl)acetamide ClC1=CC=C(C=C1)CC(=O)N[C@@H]1CCO[C@]12O[C@@H]([C@@H]([C@@H]([C@H]2O)N2N=NC(=C2)C2=CC(=C(C(=C2)F)F)F)O)CO